1-([1,1'-biphenyl]-4-yl)pent-4-ene-1-one O-methyloxime CON=C(CCC=C)C1=CC=C(C=C1)C1=CC=CC=C1